C(C)C1=C(C(=C(C(=C1)C(C)C)N)C(C)C)N 4-ethyl-2,6-di(propan-2-yl)benzene-1,3-diamine